(R)-1'-(9-(3,6-dihydro-2H-pyran-4-yl)-7H-imidazo[1,2-c]pyrazolo[4,3-e]pyrimidin-5-yl)-3H-spiro[benzofuran-2,4'-piperidin]-3-amine O1CCC(=CC1)C1=NNC2=C1C=1N(C(=N2)N2CCC3(CC2)OC2=C([C@H]3N)C=CC=C2)C=CN1